C(=CC1=CC=CC=C1)C1C(C1)(C(=O)OC)C(=O)OC dimethyl 2-styrylcyclopropane-1,1-dicarboxylate